C(C)(C)C=1N(N=C2C(CC=3C=NC(=NC3C21)NC2=NC=C(C=C2)N2CCNCC2)(C)C(C)=O)C 1-(9-isopropyl-6,8-dimethyl-2-(5-(piperazin-1-yl)pyridin-2-ylamino)-6,8-dihydro-5H-pyrazolo[3,4-H]quinazolin-6-yl)ethanone